N1=C(C=CC=C1)COC1=C(C=CC=C1)C(CO)(F)F 2-(2-((pyridin-2-yl)methoxy)phenyl)-2,2-difluoroethanol